C(C)(C)(C)OC(N[C@H]1C[C@H](N(CC1)C(=O)N1CCC(CC1)CN1C=NC(=CC1=O)C1=CC=CC=C1)C1=CC=CC=C1)=O ((2S,4R)-1-(4-((6-oxo-4-phenylpyrimidin-1(6H)-yl)methyl)piperidine-1-carbonyl)-2-phenylpiperidin-4-yl)carbamic acid tert-butyl ester